[Br-].C[NH+](CC1=CC=CC=C1)C dimethyl-benzylammonium bromide